O=C1NC(CCC1NC1=C(CN2CCN(CC2)C2CCN(CC2)C2=CC=C(C(=O)NC=3C4=C(NN3)CN(C4)C([C@@H](C4=CC=CC=C4)OC)=O)C=C2)C=CC=C1)=O 4-(4-(4-(2-((2,6-dioxopiperidin-3-yl)amino)benzyl)piperazin-1-yl)piperidin-1-yl)-N-(5-((R)-2-methoxy-2-phenylacetyl)-1,4,5,6-tetrahydropyrrolo[3,4-c]pyrazol-3-yl)benzamide